The molecule is a member of the class of chalcones that is trans-chalcone substituted by hydroxy groups at positions 4, 2', 4' and 6' and a methoxy group at position 3. It has a role as a plant metabolite. It is a member of chalcones, a benzenetriol and a member of guaiacols. It derives from a trans-chalcone. COC1=C(C=CC(=C1)/C=C/C(=O)C2=C(C=C(C=C2O)O)O)O